(2R)-2-(tert-butoxycarbonylamino)-3-hydroxy-propanoic acid C(C)(C)(C)OC(=O)N[C@@H](C(=O)O)CO